(5-fluoro-4-(3-((S)-1-hydroxyethyl)-4-isopropylquinolin-6-yl)pyrimidin-2-yl-amino)tetrahydro-2H-pyran-3-ol FC=1C(=NC(=NC1)NC1OCCCC1O)C=1C=C2C(=C(C=NC2=CC1)[C@H](C)O)C(C)C